2-((2-((4-(N-(14-amino-3,6,9,12-tetraoxatetradecyl)sulfamoyl)-3-methylphenyl)amino)-5-bromopyrimidin-4-yl)amino)-6-fluorobenzamide NCCOCCOCCOCCOCCNS(=O)(=O)C1=C(C=C(C=C1)NC1=NC=C(C(=N1)NC1=C(C(=O)N)C(=CC=C1)F)Br)C